FC1=C(C(=CC=C1OC)F)C1=CC2=C(N=C(N=C2)N[C@H]2[C@H](COC2)NC(C=C)=O)C(=N1)NC N-((3R,4S)-4-((6-(2,6-difluoro-3-meth-oxyphenyl)-8-(methylamino)pyrido[3,4-d]pyrimidin-2-yl)amino)tetra-hydrofuran-3-yl)acrylamide